2-bromo-1-(3,5-dihydroxyphenyl)ethan-1-one BrCC(=O)C1=CC(=CC(=C1)O)O